Hexadecanoic acid, butyl ester C(CCCCCCCCCCCCCCC)(=O)OCCCC